BrC1=C(C=C2C(C(=CNC2=C1F)[N+](=O)[O-])=O)Cl 7-bromo-6-chloro-8-fluoro-3-nitroquinolin-4(1H)-one